5-(6-(3-cyanopyrrolo[1,2-b]pyridazin-7-yl)-4-(isopropylamino)pyridin-3-yl)-N-((1s,3s)-3-hydroxy-3-methylcyclobutyl)-1,3,4-thiadiazole-2-carboxamide C(#N)C1=CC=2N(N=C1)C(=CC2)C2=CC(=C(C=N2)C2=NN=C(S2)C(=O)NC2CC(C2)(C)O)NC(C)C